C(C)OC(=C)C=1N=C2N(C=CC(=C2)OC)C1 (1-ethoxyvinyl)-7-methoxyimidazo[1,2-a]pyridine